FC1(CC(C1)C=O)F 3,3-difluorocyclobutanecarbaldehyde